(R)-(Z)-5-(Dec-1-enyl)-oxacyclopentan-2-one C(=C/CCCCCCCC)/[C@H]1CCC(O1)=O